COC1=NC2=CC=C(C=C2C=C1)C=1C=C(C=NC1)N1CC2(CN(C2)C(=O)C=2C=NNC2)C1 (6-(5-(2-methoxyquinolin-6-yl)pyridin-3-yl)-2,6-diazaspiro[3.3]heptane-2-yl)(1H-pyrazol-4-yl)methanone